CN1N=CC2=C1N=C(NC2=O)C(=O)OCC ethyl 1-methyl-4-oxo-4,5-dihydro-1H-pyrazolo[3,4-d]pyrimidine-6-carboxylate